C(C)(C)(C)C1=CC=C(OP(=O)(OC2=C(C(=C(C(=C2F)F)F)F)F)N[C@@H](C)C(=O)OCC2CCC2)C=C1 Cyclobutylmethyl ((4-(tert-butyl)phenoxy)(perfluorophenoxy)phosphoryl)-L-alaninate